CC1(CC1)C(=O)NCC=1NC2=CC(=CC=C2C1)[C@H]1[C@@H](C1)C1=CC=CC=C1 trans-1-methyl-N-((6-(2-phenylcyclopropyl)-1H-indol-2-yl)methyl)cyclopropane-1-carboxamide